C=C1C(C=CC=C1)=C 1,2-Dimethandiylbenzol